(3-triethoxysilylpropyl)propylsuccinic anhydride C(C)O[Si](CCCC1(C(=O)OC(C1)=O)CCC)(OCC)OCC